CN1C=C(C=2C(N(C=C(C21)C)C)=O)C(=O)N2CC1(CC1C2)C=2C=NN(C2)CC(F)(F)F 1,5,7-trimethyl-3-{1-[1-(2,2,2-trifluoroethyl)-1H-pyrazol-4-yl]-3-azabicyclo[3.1.0]hexane-3-carbonyl}-1,5-dihydro-4H-pyrrolo[3,2-c]pyridin-4-one